(7-(3-isopropylbicyclo[1.1.1]pentan-1-yl)thiazolo[5,4-d]pyrimidin-5-yl)methylamine C(C)(C)C12CC(C1)(C2)C=2C1=C(N=C(N2)CN)SC=N1